COC1=C(C=CC(=C1)S(=O)(=O)N1CCOCC1)NC=1N=C(C2=C(N1)NC=C2C#N)NC2CCOCC2 2-((2-methoxy-4-(morpholinosulfonyl)phenyl)amino)-4-((tetrahydro-2H-pyran-4-yl)amino)-7H-pyrrolo[2,3-d]pyrimidine-5-carbonitrile